lysine para-toluenesulfonate CC1=CC=C(C=C1)S(=O)(=O)O.N[C@@H](CCCCN)C(=O)O